docosylamin C(CCCCCCCCCCCCCCCCCCCCC)N